(3aR,4R,5R,7S,8S,9R,9aS,12R)-8-hydroxy-4,7,9,12-tetramethyl-3-oxo-7-vinyldecahydro-4,9a-propanocyclopenta[8]annulen-5-yl (1-hydroxy-1,3-dihydrobenzo[c][1,2]oxaborol-6-yl)carbamate OB1OCC2=C1C=C(C=C2)NC(O[C@H]2[C@]1([C@H]3[C@]([C@H]([C@@H]([C@@](C2)(C=C)C)O)C)(CCC3=O)CC[C@H]1C)C)=O